tert-butyl N-[(1S)-1-[[1-[1-(6-chloro-3-methoxy-pyridazin-4-yl)-3,3-difluoro-propyl]-3-fluoro-pyrazol-4-yl]carbamoyl]-2,2-dicyclopropyl-ethyl]carbamate ClC1=CC(=C(N=N1)OC)C(CC(F)F)N1N=C(C(=C1)NC(=O)[C@H](C(C1CC1)C1CC1)NC(OC(C)(C)C)=O)F